(rac)-tert-butyl 4-[4-(trifluoromethoxy)phenoxy]azepane-1-carboxylate FC(OC1=CC=C(O[C@H]2CCN(CCC2)C(=O)OC(C)(C)C)C=C1)(F)F |r|